8-hydroxy-3-({1-[(4-hydroxyphenyl)methyl]-1,2,3-triazacyclopent-4-yl}methyl)-1,2,3,4-tetrahydroquinazolin-2,4-dione OC=1C=CC=C2C(N(C(NC12)=O)CC1NNN(C1)CC1=CC=C(C=C1)O)=O